BrCC=1C=C2C(N(C=NC2=C(C1)C=1C(=NN(C1)C)C(F)(F)F)CC1=NC=CC(=C1)OC)=O 6-(bromomethyl)-3-((4-methoxypyridin-2-yl)methyl)-8-(1-methyl-3-(trifluoromethyl)-1H-pyrazol-4-yl)quinazolin-4(3H)-one